Cl.N[C@@H](C(=O)OCC)C1=CC(=CC=C1)OC(F)(F)F ethyl (2R)-2-amino-2-[3-(trifluoro-methoxy)phenyl]acetate hydrochloride